C(C1=CC=CC=C1)N(CCC(=O)O)C=1SC(=C(N1)C1=CC(=C(C=C1)C1=CC=C(C=C1)F)Cl)CC(C)C 3-(benzyl-(4-(2-chloro-4'-fluorobiphenyl-4-yl)-5-isobutylthiazol-2-yl)amino)propionic acid